bromo-5-nitro-1,3-dioxane BrC1OCC(CO1)[N+](=O)[O-]